CC(C)(C)[S@@](=O)N=CCCSC (R)-2-methyl-N-(3-(methylthio)propylidene)propane-2-sulfinamide